2-[2-(aminomethyl)-3,3-difluoro-allyl]-4-[[5-[6-(dimethylamino)-3-pyridinyl]-2-thienyl]methyl]-5-methyl-1,2,4-triazol-3-one NCC(CN1N=C(N(C1=O)CC=1SC(=CC1)C=1C=NC(=CC1)N(C)C)C)=C(F)F